C(C)(=O)N[C@@]1(C(C([C@H](OC1(C(C(CO)O)O)C)COC(CCCCC1SC[C@@H]2NC(N[C@@H]21)=O)=O)(C)C)(C)O)C (2S,5R)-5-acetamido-4-hydroxy-3,3,4,5,6-pentamethyl-2-((5-((3aS,6aR)-2-oxohexa-hydro-1H-thieno[3,4-d]-imidazol-4-yl)pentan-oyloxy)methyl)-6-(1,2,3-trihydroxypropyl)tetra-hydro-2H-pyran